6-(2-amino-6-fluoro-5-(4-((1R,5S)-3-isopropyl-3-azabicyclo[3.1.0]hexan-1-yl)phenyl)pyridin-3-yl)-3,4-dihydroisoquinolin-1(2H)-one NC1=NC(=C(C=C1C=1C=C2CCNC(C2=CC1)=O)C1=CC=C(C=C1)[C@@]12CN(C[C@H]2C1)C(C)C)F